FC1=C(C(=CC=C1)F)N1N=NC(=C1)CO[C@@H]([C@@](CN1N=CN=C1)(O)C1=C(C=C(C=C1)F)F)C (2R,3R)-3-((1-(2,6-difluorophenyl)-1H-1,2,3-triazol-4-yl)-methoxy)-2-(2,4-difluorophenyl)-1-(1H-1,2,4-triazol-1-yl)butan-2-ol